[3,3-dimethyl-1-(2H-tetraazol-5-yl)butyl]-2-quinolylamine CC(CC(C=1N=NNN1)NC1=NC2=CC=CC=C2C=C1)(C)C